(3-Hydroxyiminoazetidin-1-yl)-[5-[3-(piperidine-1-carbonyl)pyrazolo[1,5-a]pyridin-7-yl]-3-pyridyl]methanone ON=C1CN(C1)C(=O)C=1C=NC=C(C1)C1=CC=CC=2N1N=CC2C(=O)N2CCCCC2